BrC=1N=CC(=NC1)C(=O)N1C[C@H]2C([C@H]2C1)COC1=NC(=CC=C1)C(F)(F)F (1R,5S,6S)-3-(5-bromopyrazine-2-carbonyl)-6-({[6-(trifluoromethyl)pyridin-2-yl]oxy}methyl)-3-azabicyclo[3.1.0]hexane